N1(CCOCC1)S(=O)(=O)C1=CC=C(C=C1)C1=CC=C(S1)CN1C(NN=C1)=O 4-({5-[4-(morpholin-4-ylsulfonyl)phenyl]thiophen-2-yl}methyl)-2,4-dihydro-3H-1,2,4-triazol-3-one